C(C)N(CC#CC1=CC=2N(C=C1)C(=NN2)[C@@H]2C[C@@H](CCC2)N)CC (1R,3S)-3-[7-[3-(diethylamino)prop-1-ynyl]-[1,2,4]triazolo[4,3-a]pyridin-3-yl]cyclohexanamine